C1=CC=CC=2C3=CC=CC=C3C(C12)COC(=O)N([C@H](C(=O)O)CC1=CN=CC2=CC=CC=C12)C (S)-2-((((9H-fluoren-9-yl)methoxy)carbonyl)(methyl)amino)-3-(isoquinolin-4-yl)propanoic acid